(R)-3-((1-oxo-1,3-dihydroisobenzofuran-5-yl)oxy)pyrrolidine-1-carboxylic acid tert-butyl ester C(C)(C)(C)OC(=O)N1C[C@@H](CC1)OC=1C=C2COC(C2=CC1)=O